C(C)(C)N1N=C2C=CC=C(C2=C1C(=O)N[C@@H](C)C1=CC=C(C(=O)O)C=C1)CC1=CC=C(C=C1)C(F)(F)F 4-[(1S)-1-[[2-isopropyl-4-[[4-(trifluoromethyl)phenyl]methyl]indazole-3-carbonyl]amino]ethyl]benzoic acid